FC1=CNC=2C1=NC(=CC2CN2C[C@H](CCC2)C)C(=O)O (S)-3-fluoro-7-((3-methylpiperidin-1-yl)methyl)-1H-pyrrolo[3,2-b]pyridine-5-carboxylic acid